[P+3].C(C)(C)(C)[Pd-](C1=CC=C(C=C1)N(C)C)C(C)(C)C.C(C)(C)(C)[Pd-](C(C)(C)C)C1=CC=C(C=C1)N(C)C.C(C)(C)(C)[Pd-](C(C)(C)C)C1=CC=C(C=C1)N(C)C di-tert-butyl-(4-dimethylaminophenyl)palladium (II) phosphorus